(E)-N-(3-fluoro-2-methylphenyl)-3-(2-oxo-2,3-dihydrobenzo[d]thiazol-5-yl)acrylamide FC=1C(=C(C=CC1)NC(\C=C\C=1C=CC2=C(NC(S2)=O)C1)=O)C